5-({5-[2-(3-Aminopropoxy)-4-methoxypyridin-3-yl]-1H-pyrazole-3-yl}amino)pyrazine-2-carbonitrile hydrochloride Cl.NCCCOC1=NC=CC(=C1C1=CC(=NN1)NC=1N=CC(=NC1)C#N)OC